[[2-[(2R,5S)-5-methyl-2-[6-(methylamino)-3-pyridyl]-1-piperidyl]-2-oxo-acetyl]amino]pyridine-3-carboxamide C[C@H]1CC[C@@H](N(C1)C(C(=O)NC1=NC=CC=C1C(=O)N)=O)C=1C=NC(=CC1)NC